tert-butyl 7-[4-(2,6-dioxo-3-piperidyl)phenyl]-2,7-diazaspiro[3.5]nonane-2-carboxylate O=C1NC(CCC1C1=CC=C(C=C1)N1CCC2(CN(C2)C(=O)OC(C)(C)C)CC1)=O